2-((9-oxo-9H-fluoren-2-yl)carbamoyl)benzoic acid O=C1C2=CC=CC=C2C=2C=CC(=CC12)NC(=O)C1=C(C(=O)O)C=CC=C1